5-chloro-4-(3-methyl-1-piperidinyl)-2-(4-pyridinyl)-1H-pyrimidin-6-one ClC1=C(N=C(NC1=O)C1=CC=NC=C1)N1CC(CCC1)C